5-(5-fluoro-2-{[(3S)-3-(morpholin-4-ylmethyl)-3,4-dihydroisoquinolin-2(1H)-yl]carbonyl}phenyl)-N-(4-hydroxyphenyl)-1-methyl-N-(1-methyl-1H-pyrazol-4-yl)-1H-pyrrole-3-carboxamide FC=1C=CC(=C(C1)C1=CC(=CN1C)C(=O)N(C=1C=NN(C1)C)C1=CC=C(C=C1)O)C(=O)N1CC2=CC=CC=C2C[C@H]1CN1CCOCC1